3-(2-(1,3-dimethyl-2,6-dioxo-1,2,3,6-tetrahydro-7H-purin-7-yl)acetoxy)propyl nicotinate C(C1=CN=CC=C1)(=O)OCCCOC(CN1C=NC=2N(C(N(C(C12)=O)C)=O)C)=O